O1COC2=C1C=CC(=C2)CC2=CC1=C(OCO1)C=C2 Bis-benzo[1,3]dioxol-5-ylmethane